(R)-3-hydroxypyrrolidine HCl Cl.O[C@H]1CNCC1